C(C1=CC=CC=C1)OC(=O)N[C@@H](C(=O)OC)COC(C)(C)C Methyl (2R)-2-(benzyloxycarbonylamino)-3-t-butoxy-propionate